NC(C(=O)O)(CCC1=CC(=CC=C1)O)C 2-amino-4-(3-hydroxyphenyl)-2-methylbutanoic acid